1-(4-[(2-Chloro-6-fluorophenyl)carbamoyl]-3-{[1,1-difluoroprop-2-yl]oxy}phenyl)-4-ethyl-5-oxo-4,5-dihydro-1H-1,2,4-triazole-3-carboxylic acid ClC1=C(C(=CC=C1)F)NC(=O)C1=C(C=C(C=C1)N1N=C(N(C1=O)CC)C(=O)O)OC(C(F)F)C